CC1=CC=C(C=C1)S(=O)(=O)O[C@@H](C)[C@@H](C)O |r| racemic-(2S,3R)- and (2R,3S)-3-hydroxybutan-2-yl 4-methylbenzenesulfonate